(E)-2-(((2-butylpyrazolo[1,5-a]pyridin-6-yl)oxy)methyl)-3-fluoroprop-2-en-1-amine bis(4-methylbenzenesulfonate) CC1=CC=C(C=C1)S(=O)(=O)O.CC1=CC=C(C=C1)S(=O)(=O)O.C(CCC)C1=NN2C(C=CC(=C2)OC\C(\CN)=C\F)=C1